2-chloro-cyclohexane-yl-ethanone ClC1C(CCCC1)C(C)=O